N-(2-(3-(1-isopropyl-2,3-dihydro-1H-pyrrolo[2,3-c]pyridin-5-yl)-1,2,4-thiadiazol-5-ylamino)-5-(trifluoromethyl)pyridin-3-yl)-N-methylacetamide C(C)(C)N1CCC=2C1=CN=C(C2)C2=NSC(=N2)NC2=NC=C(C=C2N(C(C)=O)C)C(F)(F)F